2'-O-ethyl-cytidine phosphoramidite P(O)(N)OC[C@@H]1[C@H]([C@H]([C@@H](O1)N1C(=O)N=C(N)C=C1)OCC)O